3-(5-methyl-2-(Methylthio)-8-oxo-7,8-dihydropyrido[3,4-d]pyrimidin-4-yl)-3,8-diazabicyclo[3.2.1]octane CC1=CNC(C=2N=C(N=C(C21)N2CC1CCC(C2)N1)SC)=O